(2R)-1-methanesulfonylpropan-2-amine CS(=O)(=O)C[C@@H](C)N